3-((4-(2-aminophenyl)piperazin-1-yl)methyl)-6,7-dimethoxyisochroman-4-one NC1=C(C=CC=C1)N1CCN(CC1)CC1OCC2=CC(=C(C=C2C1=O)OC)OC